3,5-dichlorophenylhydrazine ClC=1C=C(C=C(C1)Cl)NN